6-chloro-3-(3-fluorophenyl)-2-methylquinazolin-4(3H)-one ClC=1C=C2C(N(C(=NC2=CC1)C)C1=CC(=CC=C1)F)=O